C(C)(=O)N[C@@H]1[C@@H](CNC1)CC(=O)[O-] (3r,4r)-4-acetamidopyrrolidine-3-acetate